(R)-1-(4-chlorobenzyl)-3-(4-(((2-oxo-1-phenylpyrrolidin-3-yl)amino)methyl)phenyl)urea ClC1=CC=C(CNC(=O)NC2=CC=C(C=C2)CN[C@H]2C(N(CC2)C2=CC=CC=C2)=O)C=C1